C(C)(C)(C)OOCCO beta-hydroxyethyl tertiary butyl peroxide